[Si](C1=CC=CC=C1)(C1=CC=CC=C1)(C(C)(C)C)OC1=C(C(=C(C(=O)O)C(=C1)C)O)C 4-[(tert-butyldiphenylsilyl)oxy]-2-hydroxy-3,6-dimethylbenzoic acid